2-[6-({5-[6-Cyclopropyl-5-(trifluoromethyl)pyridin-3-yl]-7-({[1-(methoxymethyl)cyclopentyl]methyl}(methyl)amino)-1H-imidazo[4,5-b]pyridin-2-yl}carbamoyl)pyridin-3-yl]acetic acid C1(CC1)C1=C(C=C(C=N1)C1=CC(=C2C(=N1)N=C(N2)NC(=O)C2=CC=C(C=N2)CC(=O)O)N(C)CC2(CCCC2)COC)C(F)(F)F